CC1=C(C=C(C=C1)C)C1=NN(C=C1)C1=CC(=NC(=N1)OCCC=1C=NN(C1)C)N1CCOCC1 4-(6-(3-(2,5-dimethylphenyl)-1H-pyrazol-1-yl)-2-(2-(1-methyl-1H-pyrazol-4-yl)ethoxy)pyrimidin-4-yl)morpholine